eicosyl 3-bromopropionate BrCCC(=O)OCCCCCCCCCCCCCCCCCCCC